ClC=1C=C(C=CC1)[C@@H](CO)NC(=O)C1=CN(C=C1C)C1=CC(=NC=C1)NC1=CC=CC=C1 (S)-N-(1-(3-chlorophenyl)-2-hydroxyethyl)-4-methyl-1-(2-(phenylamino)pyridin-4-yl)-1H-pyrrole-3-carboxamide